C(C)(C)(C)OC1=CC=C(C=C1)C1=CN=C2N1C=C(C(=C2)C)C2=CC=C(C=C2)OC(C)C 3-(4-tert-butoxyphenyl)-7-methyl-6-(4-(propan-2-yloxy)phenyl)imidazo[1,2-a]pyridine